ethyl 4-[[acetyl(cyclobutyl)amino]methyl]-1-methyl-pyrazole-3-carboxylate C(C)(=O)N(C1CCC1)CC=1C(=NN(C1)C)C(=O)OCC